ClC=1N=C(C2=C(N1)C(=C(N=C2)Cl)F)N2CCCOC1CC21 6-(2,7-dichloro-8-fluoro-pyrido[4,3-d]pyrimidin-4-yl)-2-oxa-6-azabicyclo[5.1.0]octane